N1C(C(=O)O)P1 phosphanoglycine